OCC1=CC=C(O1)C(=O)NC=1SC2=C(N1)C=CC(=C2)S(=O)(=O)C=2SC=CC2 5-hydroxymethyl-N-(6-thiophene-2-sulfonylbenzo[d]thiazol-2-yl)furan-2-carboxamide